COC1=CC=C(COC(C(CN2C[C@@H]3OCCN([C@@H]3C2=O)C(=O)OCC2=CC=CC=C2)(C)C)=O)C=C1 |o1:13,18| (4aS*,7aS*)-benzyl 6-(3-((4-methoxybenzyl)oxy)-2,2-dimethyl-3-oxopropyl)-5-oxohexahydropyrrolo[3,4-b][1,4]oxazine-4(4aH)-carboxylate